C(C)(C)(CC)C1CCC(CC1)=O 4-tert-amyl-cyclohexanone